C(C)(C)(C)OC(=O)N1CC2(C1)CCN(CC2)C2=NC=NC1=CC=C(C=C21)C=2C=NC(=C(C2)NS(=O)(=O)C2=C(C=C(C=C2)F)F)OC 7-(6-(5-((2,4-difluorophenyl)sulfonamido)-6-methoxypyridin-3-yl)quinazolin-4-yl)-2,7-diazaspiro[3.5]nonane-2-carboxylic acid tert-butyl ester